4-(methoxycarbonyl)-5-methyl-2-oxo-2,3-dihydro-1H-pyrrole-3-acetic acid COC(=O)C=1C(C(NC1C)=O)CC(=O)O